1-{3-[2-(Trifluoromethyl)[1,1'-biphenyl]-4-yl]prop-2-ynyl}piperidine-4-carboxamide FC(C1=C(C=CC(=C1)C#CCN1CCC(CC1)C(=O)N)C1=CC=CC=C1)(F)F